glutamylethylamide N[C@@H](CCC(=O)O)C(=O)CC[NH-]